(3S,4S) or (3R,4R)-4-(4-(7-chloro-3-((5-chloro-1-(2,2-difluorocyclopropyl)-1H-pyrazol-4-yl)amino)isoquinolin-6-yl)piperazin-1-yl)-4-methyltetrahydrofuran-3-ol ClC1=C(C=C2C=C(N=CC2=C1)NC=1C=NN(C1Cl)C1C(C1)(F)F)N1CCN(CC1)[C@@]1([C@@H](COC1)O)C |o1:29,30|